CC(CC(=O)NC1=CC=CC=C1)CCCCCCOCC1=CC=CC=C1 3-methyl-N-phenyl-9-benzyloxynonanamide